ClC=1C=C2C=NC(=NC2=CC1[C@H]1[C@@H](CN(CC1)[C@@H]1[C@@H](COC1)O)F)NC1=CC(=NN1C)C (3S,4S)-(3S,4S) or (3S,4S)-(3R,4R) or (3R,4R)-(3S,4S) or (3R,4R)-(3R,4R)-4-(4-{6-chloro-2-[(1,3-dimethyl-1H-pyrazol-5-yl)amino]quinazolin-7-yl}-3-fluoropiperidin-1-yl)oxolan-3-ol